(R)-2-(2-((6-(1-aminoisoquinolin-5-yl)-2,3-dihydro-1H-inden-1-yl)oxy)-4-fluorophenyl)acetic acid NC1=NC=CC2=C(C=CC=C12)C1=CC=C2CC[C@H](C2=C1)OC1=C(C=CC(=C1)F)CC(=O)O